2-azabicyclo[2.2.2]octane-5-carboxylic acid C12NCC(C(C1)C(=O)O)CC2